N[C@@H]1C2=CC=CC=C2CC12CCN(CC2)C=2NC(C1=C(N2)NN=C1C1(CC1)C1=CSC=C1)=O (S)-6-(1-amino-1,3-dihydrospiro[indene-2,4'-piperidin]-1'-yl)-3-(1-(thiophen-3-yl)cyclopropyl)-1,5-dihydro-4H-pyrazolo[3,4-d]pyrimidin-4-one